CC1=NC2=C(N1COCC[Si](C)(C)C)C=CC(=C2)B(O)O [2-methyl-1-(2-trimethylsilylethoxymethyl)benzimidazol-5-yl]boronic acid